N-phenyl-octadecanoyl-amide C1(=CC=CC=C1)[N-]C(CCCCCCCCCCCCCCCCC)=O